[K].C[Si](O)(O)O methylsilanetriol potassium salt